N-[5-[4-[(1,1-dioxo-1,4-thiazinan-4-yl)methyl]phenyl]-[1,2,4]-triazolo[1,5-a]-pyridin-2-yl]-cyclopropanecarboxamide O=S1(CCN(CC1)CC1=CC=C(C=C1)C1=CC=CC=2N1N=C(N2)NC(=O)C2CC2)=O